1-phenyl-3-chloropropane C1(=CC=CC=C1)CCCCl